5-((3-fluorobenzyl)oxy)-2-methylbenzofuran-3-carboxylic acid FC=1C=C(COC=2C=CC3=C(C(=C(O3)C)C(=O)O)C2)C=CC1